(6R,7aS)-7a-(((tert-Butyldiphenylsilyl)oxy)methyl)-6-fluorohexahydro-3H-pyrrolizin-3-one [Si](C1=CC=CC=C1)(C1=CC=CC=C1)(C(C)(C)C)OC[C@@]12C[C@H](CN2C(CC1)=O)F